P(=O)(OC1=CC=CC=C1)(OC1=CC=CC=C1)OC1=C(C=CC=C1)C(C)(C)C diphenyl (t-butylphenyl) phosphate